C1(=C(C=CC=C1)C=1OC2=C(N1)C=CC=C2)C=2OC1=C(N2)C=CC=C1 phenylenebenzobisoxazole